N1(C[C@H](CC1)O)C(=O)OC1=NC(=NC(=C1)C1=CC=C(C=C1)Cl)C1=CC(=CC=C1)O (S)-1-(6-(4-chlorophenyl)-2-(3-hydroxyphenyl) pyrimidin-4-yl) pyrrolidin-3-olcarboxylate